ClC1=NC=2C=C(C=CC2C2=C1COC2)CN(C(=O)C=2C=NC(=NC2)C2CC2)C=2C(=NN(C2)C)C(F)F N-({4-chloro-1H,3H-furo[3,4-c]quinolin-7-yl}methyl)-2-cyclopropyl-N-[3-(difluoromethyl)-1-methyl-1H-pyrazol-4-yl]pyrimidine-5-carboxamide